(5Z,9Z,12Z)-5,9,12-Octadecatrienoic acid C(CCC\C=C/CC\C=C/C\C=C/CCCCC)(=O)O